CC1(C)CCCC(C)=C1\C=C/C(/C)=C/C=C/C(/C)=C/C=C/C=C(\C)/C=C/C=C(\C)/C=C/C1=C(C)CCCC1(C)C cis-beta-carotene